BrCC1=C(C=NC=C1Cl)Cl 4-(bromomethyl)-3,5-dichloropyridine